The molecule is a hydroxy fatty acid that is palmitic (hexadecanoic) acid carrying a single hydroxy substituent at position 15. It is a hydroxy fatty acid and a long-chain fatty acid. It derives from a hexadecanoic acid. It is a conjugate acid of a 15-hydroxypalmitate. CC(CCCCCCCCCCCCCC(=O)O)O